C(CCC)C=1N(C(NN1)=O)N 5-butyl-4-amino-1,2,4-triazol-3-one